3-(cyclopropylmethoxy)-1-sulfamoyl-pyrrole-2-carboxylic acid sodium salt [Na+].C1(CC1)COC1=C(N(C=C1)S(N)(=O)=O)C(=O)[O-]